CC1=CN(C2=NC=C(N=C21)N[C@@H](C)C2=CC(=CC=C2)NC(C2=CN=CC(=C2)C)=O)C(=O)OC(C)(C)C tert-butyl (S)-7-methyl-2-((1-(3-(5-methylnicotinamido)phenyl) ethyl)amino)-pyrrolo[2,3-b]pyrazine-5-carboxylate